4-([1,1'-biphenyl]-2-yl)-6-(4-chloronaphthalen-1-yl)-2-phenylpyrimidine C1(=C(C=CC=C1)C1=NC(=NC(=C1)C1=CC=C(C2=CC=CC=C12)Cl)C1=CC=CC=C1)C1=CC=CC=C1